2-(difluoromethyl)-8-(2,4-difluorophenyl)-6-[(2S,4R)-2-(2-methoxy-4-pyridyl)tetrahydropyran-4-yl]-3-methyl-pyrimido[5,4-d]pyrimidin-4-one FC(C=1N(C(C2=C(N1)C(=NC(=N2)[C@H]2C[C@H](OCC2)C2=CC(=NC=C2)OC)C2=C(C=C(C=C2)F)F)=O)C)F